BrC1=CC=CC2=C1SC(=C2)C(=O)OC methyl 7-bromobenzo[b]thiophene-2-carboxylate